CN1C=C(C2=CC=CC=C12)C=O N-methyl-indole-3-carbaldehyde